(6-methoxypyridin-3-yl)methane-d2-ol COC1=CC=C(C=N1)C(O)([2H])[2H]